(S)-N-((1H-pyrrolo[3,2-c]pyridin-2-yl)methyl)-7-((3,6-dimethyl-2-(m-tolyl)isonicotinoyl)glycyl)-1,4-dioxa-7-azaspiro[4.4]nonane-8-carboxamide N1C(=CC=2C=NC=CC21)CNC(=O)[C@H]2N(CC1(OCCO1)C2)C(CNC(C2=C(C(=NC(=C2)C)C=2C=C(C=CC2)C)C)=O)=O